C(C)OOOCC diethoxy ether